C(C)(C)(C)OC(=O)N1[C@@H](CCC1)CNC (S)-2-[(methylamino)methyl]-1-pyrrolidinecarboxylic acid tert-butyl ester